FC(COC1=NNC=C1[N+](=O)[O-])F 3-(2,2-difluoroethoxy)-4-nitro-1H-pyrazole